2-(5-bromo-2-methoxy-4-(4-(4-methylpiperazin-1-yl)piperidin-1-yl)phenyl)-5-chloro-N4-(2,3-dihydro-1H-inden-5-yl)pyrimidine-2,4-diamine BrC=1C(=CC(=C(C1)C1(NC=C(C(=N1)NC=1C=C2CCCC2=CC1)Cl)N)OC)N1CCC(CC1)N1CCN(CC1)C